4-[1-(4-amino-3-methyl-1H-pyrazolo[3,4-d]pyrimidin-1-yl)ethyl]-6-chloro-3-methoxy-2-(1-propionylazetidin-3-yl)benzonitrile NC1=C2C(=NC=N1)N(N=C2C)C(C)C2=C(C(=C(C#N)C(=C2)Cl)C2CN(C2)C(CC)=O)OC